N[C@H]1C2N(CC1CC2)C(=O)C=2C=C(C=1N(C2)N=C(C1C)C1=CC=2C(=NC(=CC2)C2=CC=C3CNC(C3=C2)=O)N1CC1CC1)OC 6-(2-(6-((7R)-7-amino-2-azabicyclo[2.2.1]heptane-2-carbonyl)-4-methoxy-3-methylpyrazolo[1,5-a]pyridin-2-yl)-1-(cyclopropylmethyl)-1H-pyrrolo[2,3-b]pyridin-6-yl)isoindolin-1-one